ClC1=C(C(=CC=C1)C=O)C=1C=C(SC1)[C@@H](C)NC1=C2C(=C(N=N1)C)C=NC=C2 1-(((R)-1-(4-(2-chloro-6-formylphenyl)thiophen-2-yl)ethyl)amino)-4-methylpyrido[3,4-d]pyridazine